tert-butyl 1-(4-(bicyclo[1.1.1]pentan-1-yl)phenyl)-3-(2-methoxy-2-oxoethyl)-1,4,6,7-tetrahydro-5H-pyrazolo[4,3-c]pyridine-5-carboxylate C12(CC(C1)C2)C2=CC=C(C=C2)N2N=C(C=1CN(CCC12)C(=O)OC(C)(C)C)CC(=O)OC